(3-amino-6-chloropyridazin-4-yl)phenol NC=1N=NC(=CC1C1=C(C=CC=C1)O)Cl